C(C1=CC=CC=C1)OC(=O)C1=CC=C(C=C1)[C@H]1[C@@H](C1)C(=O)O trans-2-(4-((benzyloxy)carbonyl)phenyl)cyclopropane-1-carboxylic acid